6-cyclopropyl-N-(1-methylpyrrolidin-3-yl)-1-(propan-2-yl)-1H-pyrazolo[3,4-b]pyridine-4-carboxamide C1(CC1)C=1C=C(C2=C(N1)N(N=C2)C(C)C)C(=O)NC2CN(CC2)C